(3S,4R)-3-fluoro-1-(4-((5-isopropyl-8-((2R,3S)-2-methyl-3-((methylsulfonyl)Methyl)azetidin-1-yl)-2,6-naphthyridin-3-yl)amino)-1,3,5-triazin-2-yl)-4-methylpiperidine F[C@@H]1CN(CC[C@H]1C)C1=NC=NC(=N1)NC=1N=CC2=C(C=NC(=C2C1)C(C)C)N1[C@@H]([C@H](C1)CS(=O)(=O)C)C